5-(N-(2-(4-(3-bromothiophene-2-carboxamido)piperidin-1-yl)phenyl)-N-phenethylsulfamoyl)-3-methylbenzofuran BrC1=C(SC=C1)C(=O)NC1CCN(CC1)C1=C(C=CC=C1)N(S(=O)(=O)C=1C=CC2=C(C(=CO2)C)C1)CCC1=CC=CC=C1